Cl.N1C[C@H](OCC1)CO [(2S)-morpholin-2-yl]methanol, hydrochloride